C(#N)C1=CC(=C2C=C(NC2=C1)C(=O)OCC)C ethyl 6-cyano-4-methyl-1H-indole-2-carboxylate